C1(=CC=CC=C1)[SiH](C1=CC=CC=C1)C1=CC=CC1 diphenylsilyl-(cyclopentadiene)